3-(2-hydroxyethoxy)-3-methylpyrrolidine-1-carboxylic acid tert-butyl ester C(C)(C)(C)OC(=O)N1CC(CC1)(C)OCCO